(2S,4R)-1-(2-(3-acetyl-5-(2-methyl-[1,2,4]triazolo[1,5-a]pyridin-6-yl)-1H-indazol-1-yl)acetyl)-N-(6-bromo-5-methylpyrazin-2-yl)-4-fluoropyrrolidine-2-carboxamide C(C)(=O)C1=NN(C2=CC=C(C=C12)C=1C=CC=2N(C1)N=C(N2)C)CC(=O)N2[C@@H](C[C@H](C2)F)C(=O)NC2=NC(=C(N=C2)C)Br